4-(4-fluorophenyl)-2-(((E)-(9-(4-fluorobenzyl)-β-carbolin-3-yl)methylene)hydrazino)-2,3-dihydrothiazole FC1=CC=C(C=C1)C=1NC(SC1)N/N=C/C=1N=CC=2N(C3=CC=CC=C3C2C1)CC1=CC=C(C=C1)F